ClC=1C2=C(N=CN1)NC=C2C2CCNCC2 4-chloro-5-(4-piperidyl)-7H-pyrrolo[2,3-d]pyrimidine